OCC1=C(C=C(CNCC2(CCCCC2)C(=O)O)C=C1)[N+](=O)[O-] (((4-(hydroxymethyl)-3-nitrobenzyl)amino)methyl)cyclohexane-1-carboxylic acid